C1(=CC=C(C=C1)C1=NN(C=N1)C[Si](OC)(OC)OC)C1=NN(C=N1)C[Si](OC)(OC)OC 3,3'-(1,4-phenylene)bis[1-(trimethoxysilyl)methyl-1,2,4-triazole]